CC(CO)(C)NC(C(CC)(CC)CC)=O N-(1,1-Dimethyl-2-hydroxyethyl)2,2-diethylbutanamid